CC1=CC=C(C=C1)S(=O)(=O)CCOCCN(C1=CC=C(C=O)C=C1)C 4-((2-(2-(4-Methylbenzenesulfonyl)ethoxy)ethyl)methylamino)benzaldehyde